1-oxa-9-azaspiro[5.5]undecan-4-ol O1CCC(CC12CCNCC2)O